N-(4-Fluorophenyl)-2-(((2-(trifluoromethyl)pyridin-4-yl)thio)methyl)-1H-benzo[d]imidazol-5-amine FC1=CC=C(C=C1)NC1=CC2=C(NC(=N2)CSC2=CC(=NC=C2)C(F)(F)F)C=C1